NC1=NC(=NN1C(=O)NC1=CC=C(OCC(=O)OC)C=C1)NC1=CC=C(C=C1)S(N)(=O)=O Methyl 2-(4-(5-amino-3-((4-sulfamoylphenyl)amino)-1H-1,2,4-triazole-1-carboxamido)phenoxy)acetate